N=1N=CN(C1)C=1C=C(C2=C(NN=N2)C1)NCCOCCCCNCC=1NC2=CC=C(C=C2C1)C(F)(F)F 6-(4H-1,2,4-triazol-4-yl)-N-(2-(4-(((5-(trifluoromethyl)-1H-indol-2-yl)methyl)amino)butoxy)ethyl)-1H-benzo[d][1,2,3]triazol-4-amine